ethyl 2-(((1r,4r)-4-(2-aminopropan-2-yl)cyclohexyl)oxy)acetate NC(C)(C)C1CCC(CC1)OCC(=O)OCC